cis-3-fluoro-1-(methylsulfonyl)piperidin-4-amine F[C@@H]1CN(CC[C@@H]1N)S(=O)(=O)C